5-(4-(((1r,3r,6s)-7,7-difluoro-2,5-dioxabicyclo[4.1.0]hept-3-yl)methoxy)phenyl)-2-oxo-6-(trifluoromethyl)-1,2-dihydropyridine-3-carboxamide FC1([C@H]2OC[C@@H](O[C@@H]12)COC1=CC=C(C=C1)C=1C=C(C(NC1C(F)(F)F)=O)C(=O)N)F